3-(3,5-dimethoxyphenyl)pyridine-2,6-diamine COC=1C=C(C=C(C1)OC)C=1C(=NC(=CC1)N)N